4-(4-(4-(4-Methoxyphenyl)piperazin-1-yl)phenyl)-1-octyl-1H-1,2,4-triazol-5(4H)-one COC1=CC=C(C=C1)N1CCN(CC1)C1=CC=C(C=C1)N1C=NN(C1=O)CCCCCCCC